(R)-(3-amino-5-(difluoromethyl)-1H-pyrazol-1-yl)(2-chloro-8-methyl-8-(trifluoromethyl)-7,8-dihydro-6H-pyrazolo[1,5-a]pyrrolo[2,3-e]pyrimidin-6-yl)methanone NC1=NN(C(=C1)C(F)F)C(=O)N1C[C@](C2=C1C=NC=1N2N=C(C1)Cl)(C(F)(F)F)C